4-chloro-6-(heptan-2-yl)-1-isopropyl-1H-pyrazolo[3,4-d]pyrimidine ClC1=C2C(=NC(=N1)C(C)CCCCC)N(N=C2)C(C)C